C(CC)(=O)OCCC1=NC(=NC(=C1C1OCCO1)N[C@H](C)C1=C(C(=CC=C1)C(F)F)F)OC([2H])([2H])[2H] 2-(6-(((R)-1-(3-(difluoromethyl)-2-fluorophenyl)ethyl)amino)-5-(1,3-dioxolan-2-yl)-2-(methoxy-d3)pyrimidin-4-yl)ethyl propionate